5-(4-chloro-2-fluorophenyl)-7-(2-(fluoromethyl)morpholino)-2-methyl-3-propylpyrido[4,3-d]pyrimidin-4(3H)-one ClC1=CC(=C(C=C1)C1=NC(=CC=2N=C(N(C(C21)=O)CCC)C)N2CC(OCC2)CF)F